6-bromo-4,5-dimethyl-nicotinaldehyde BrC1=NC=C(C=O)C(=C1C)C